CC1=CC2=C(N=C(S2)C2=CC=C(C=C2)C2=C(C=CC=C2[N+](=O)[O-])S(=O)(=O)N)C=C1 (4-(6-methylbenzo[d]thiazol-2-yl)phenyl)-3-nitrobenzenesulfonamide